(S)-6-(2-amino-4-fluorobutyl)-2-chloro-N-(furan-2-ylmethyl)-7-methylthiothieno[3,2-d]Pyrimidin-4-amine dihydrochloride Cl.Cl.N[C@H](CC1=C(C=2N=C(N=C(C2S1)NCC=1OC=CC1)Cl)SC)CCF